2-ethanesulfonylamino-3-methylbutanamide C(C)S(=O)(=O)NC(C(=O)N)C(C)C